NC1=CC(=C2N3CCC[C@H]3CC=CC3=CC=C(C(C(C4=NN=C(C1=N2)O4)(O)C(F)(F)F)=C3)OC)C(F)(F)F (15S)-23-amino-8-methoxy-6,21-bis(trifluoromethyl)-26-oxa-3,4,19,24-tetraazapentacyclo[18.3.1.12,5.17,11.015,19]hexacosan-1(24),2,4,7(25),8,10,12,20,22-nonaen-6-ol